1-((6-((3-(5-(((1-acetylpiperidin-4-yl)amino)methyl)-3'-chloro-6-methoxy-[2,4'-bipyridin]-2'-yl)-2-chlorophenyl)carbamoyl)-4-methoxypyridin-3-yl)methyl)pyrrolidine-3-carboxylic acid C(C)(=O)N1CCC(CC1)NCC=1C=CC(=NC1OC)C1=C(C(=NC=C1)C=1C(=C(C=CC1)NC(=O)C1=CC(=C(C=N1)CN1CC(CC1)C(=O)O)OC)Cl)Cl